ClC1=C(CN2OCC(C2=O)(C)C)C=CC(=C1)Cl 2-(2,4-dichlorobenzyl)-4,4-dimethyl-1,2-Oxazolidin-3-one